4-(4-pentylcyclohexyl)cyclohexanol C(CCCC)C1CCC(CC1)C1CCC(CC1)O